ClC=1C(=C(C=CC1OCC1CC1)NC=1C2=C(N=CN1)C=CC(=N2)N2[C@@H]1CN([C@H](C2)C1)C(=O)OC(C)(C)C)F (1S,4S)-tert-Butyl 5-(4-((3-chloro-4-(cyclopropylmethoxy)-2-fluorophenyl)amino)pyrido[3,2-d]pyrimidin-6-yl)-2,5-diazabicyclo[2.2.1]heptane-2-carboxylate